N(N)C1=C2N=CN(C2=NC=N1)[C@@H]1O[C@@H]([C@H]([C@H]1O)O)CO (2R,3R,4S,5R)-2-(6-hydrazino-9H-purin-9-yl)-5-(hydroxymethyl)tetrahydrofuran-3,4-diol